1,2-dimethylthioethane CSCCSC